1-(4-fluorophenyl)-4-methyl-2-oxo-1,2-dihydropyridine-3-carboxamide FC1=CC=C(C=C1)N1C(C(=C(C=C1)C)C(=O)N)=O